ClC=1C=C(C=CC1Cl)C1(CCNCC1)NS(=O)(=O)C1=CC=C(C=C1)OC(F)(F)F N-(4-(3,4-dichlorophenyl)piperidin-4-yl)-4-(trifluoromethoxy)benzene-sulfonamide